(5-(6-ethoxypyrazin-2-yl)pyridin-2-yl)tetrahydro-2H-pyran-4-carboxamide C(C)OC1=CN=CC(=N1)C=1C=CC(=NC1)C1OCCC(C1)C(=O)N